2-methyl-5,7-difluoroquinoline CC1=NC2=CC(=CC(=C2C=C1)F)F